1-(3-bromo-4-nitrophenyl)-7-phenylphthalazine BrC=1C=C(C=CC1[N+](=O)[O-])C1=NN=CC2=CC=C(C=C12)C1=CC=CC=C1